tetrahydropyrido[4,3-b]indole-4-carboxylic acid C1NCC(C=2NC=3C=CC=CC3C21)C(=O)O